2-((1R,5S)-3-(8-fluoro-7-(3-hydroxynaphthalen-1-yl)-2-((tetrahydro-1H-pyrrolizin-7a(5H)-yl)methoxy)quinazolin-4-yl)-3,8-diazabicyclo[3.2.1]octan-8-yl)acetic acid FC=1C(=CC=C2C(=NC(=NC12)OCC12CCCN2CCC1)N1C[C@H]2CC[C@@H](C1)N2CC(=O)O)C2=CC(=CC1=CC=CC=C21)O